methyl 2-(bromomethyl)-6-chloro-3-methoxybenzoate BrCC1=C(C(=O)OC)C(=CC=C1OC)Cl